ClC=1N=CC2=C(C=CC(=C2C1)[C@H](CF)C)N1CC(C1)CS(=O)(=O)C |r| rac-3-chloro-5-(1-fluoropropan-2-yl)-8-(3-(methylsulfonylmethyl)azetidin-1-yl)isoquinoline